N1=CC=CC2=C(C=CC=C12)C(C)NCCC(=O)N1CC2CCC(C1)N2C2=NC=C(C#N)C=C2 Racemic-6-(3-(3-((1-(quinolin-5-yl)ethyl)amino)propanoyl)-3,8-diazabicyclo[3.2.1]octan-8-yl)nicotinonitrile